O=C1NC(CCC1N1C(C2=CC=C(C=C2C1=O)N1CCC2(CC1)CCN(CC2)CC2CCN(CC2)C2=C(C=C(C(=C2)OC)[N+](=O)[O-])C=2C=NN(C2)C)=O)=O 2-(2,6-dioxopiperidin-3-yl)-5-(9-((1-(5-methoxy-2-(1-methyl-1H-pyrazol-4-yl)-4-nitrophenyl)piperidin-4-yl)methyl)-3,9-diazaspiro[5.5]undecane-3-yl)isoindoline-1,3-dione